NC=1C(=NC(=NC1)Cl)NC1=CC=C(C=C1)NC(OC(C)(C)C)=O tert-butyl N-[4-[(5-amino-2-chloro-pyrimidin-4-yl)amino]phenyl]carbamate